phenyl-(1-phenylpyrrolidine-2-yl)methanol C1(=CC=CC=C1)C(O)C1N(CCC1)C1=CC=CC=C1